CC(C)C(CCC(C)C)C 2,3,6-Trimethylheptane